cis-Ethyl 8-((3,4-difluorophenyl)carbamoyl)-7-methyl-3a,4,10,10a-tetrahydro-1H-7H-dipyrrolo[3,4-b:3',4'-f][1,4,5]oxathiazocine-2(3H)-carboxylate 5,5-dioxide FC=1C=C(C=CC1F)NC(=O)C=1N(C=C2C1OC[C@@H]1[C@H](NS2(=O)=O)CN(C1)C(=O)OCC)C